(3R,4R)-1-Cyclohexyl-4-{[5-(2,4-difluoro-phenyl)-isoxazole-3-carbonyl]-amino}-piperidine-3-carboxylic acid ((R)-2-hydroxy-2-phenyl-ethyl)-amide O[C@@H](CNC(=O)[C@@H]1CN(CC[C@H]1NC(=O)C1=NOC(=C1)C1=C(C=C(C=C1)F)F)C1CCCCC1)C1=CC=CC=C1